BrC1=CC=C2C=C(C(=NC2=C1)C)C1(C(NC(CC1)=O)=O)F 3-(7-bromo-2-methylquinolin-3-yl)-3-fluoropiperidine-2,6-dione